2,2-bis(4-acryloxydiethoxyphenyl)propane C(C=C)(=O)OC1=C(C(=C(C=C1)C(C)(C)C1=C(C(=C(C=C1)OC(C=C)=O)OCC)OCC)OCC)OCC